[N+](=O)([O-])C=1C=NC=CC1NC1=CC(=C(C(=C1)OC)OC)OC 3-nitro-N-(3,4,5-trimethoxyphenyl)pyridin-4-amine